[Si](C)(C)(C(C)(C)C)O[C@H]1C[C@H]2N(C=3C(=NN=C(C3)Cl)N(C2)C(=O)OC(C)(C)C)C1 tert-butyl (6aR,8S)-8-((tert-butyl-dimethylsilyl)oxy)-2-chloro-6a,7,8,9-tetrahydropyrrolo[1',2':4,5]pyrazino[2,3-c]pyridazine-5(6H)-carboxylate